C1(=CC(=CC=C1)C(CC(=O)C1=CC=C(C=C1)OC(C)(C)C)=O)C(CC(=O)C1=CC=C(C=C1)OC(C)(C)C)=O 3,3'-(1,3-phenylene)bis[1-(4-tert-butyloxyphenyl)-1,3-propanedione]